(5E)-4-hydroxy-6,10-dimethyl-undecan-5,9-dien-2-one OC(CC(C)=O)\C=C(\CCC=C(C)C)/C